2-((4-((S)-2-(4-chloro-2-fluorophenyl)-2-methylbenzo[d][1,3]dioxol-4-yl)piperidin-1-yl)methyl)-4-fluoro-1-(((S)-oxetan-2-yl)methyl)-1H-benzo[d]imidazole-5-carboxylic acid ClC1=CC(=C(C=C1)[C@@]1(OC2=C(O1)C=CC=C2C2CCN(CC2)CC2=NC1=C(N2C[C@H]2OCC2)C=CC(=C1F)C(=O)O)C)F